3-chloro-5-(2-(4-((2-(3-(4-(piperazin-1-ylmethyl)piperidin-1-yl)azetidin-1-yl)pyrimidin-4-yl)methoxy)phenyl)propan-2-yl)benzonitrile ClC=1C=C(C#N)C=C(C1)C(C)(C)C1=CC=C(C=C1)OCC1=NC(=NC=C1)N1CC(C1)N1CCC(CC1)CN1CCNCC1